C(CCCCCC)C=1C=C(C(=C(C1)O)[C@H]1[C@@H](CCC(=C1)C)C(=C)C)O (1'R,2'R)-4-heptyl-5'-methyl-2'-(prop-1-en-2-yl)-1',2',3',4'-tetrahydro-[1,1'-biphenyl]-2,6-diol